2-(3-chloro-4-methylphenyl)-N-((2-(2,6-dioxopiperidin-3-yl)-1-oxoisoindolin-5-yl)-methyl)-2-oxoacetamide ClC=1C=C(C=CC1C)C(C(=O)NCC=1C=C2CN(C(C2=CC1)=O)C1C(NC(CC1)=O)=O)=O